C(C)(C)(C)OC(=O)OC(=O)OC(C)(C)C.S1C=NC2=C1C=CC(=C2)[C@@H]2N(C[C@H](CC2)C)C(=O)OC(C)(C)C (2R,5S)-tert-butyl 2-(benzo[d]thiazol-5-yl)-5-methylpiperidine-1-carboxylate Di-tert-butyl-dicarbonate